C(C)OC(=O)C1=CC=NC2=CC=C(C=C12)N1C[C@H](O[C@@H](C1)C)C 6-((2r,6r)-2,6-dimethylmorpholino)quinoline-4-carboxylic acid ethyl ester